C(#N)N1C[C@@H](CC1)C1N(CCC1C1=NC=CC=C1)C(=O)N ((R)-1-cyanopyrrolidin-3-yl)-3-(pyridin-2-yl)pyrrolidine-1-carboxamide